triethylbenzyl-phosphorus hydroxide C(C)P(CC1=CC=CC=C1)(CC)(CC)O